Cl.COC(=O)C1(CC(NCC1)C)CC1=NC(=CC=C1F)NC=1SC=C(N1)C 4-((3-fluoro-6-((4-methylthiazol-2-yl)amino)pyridin-2-yl)methyl)-2-methylpiperidine-4-carboxylic acid methyl ester hydrochloride